C12(CC(C1)(C2)C(=O)OI(C2=C(C=C(C=C2C)C)C)OC(=O)C21CC(C2)(C1)C(=O)OC)C(=O)OC O3-[(3-methoxycarbonylbicyclo[1.1.1]pentane-1-carbonyl)oxy-(2,4,6-tri-methylphenyl)-λ3-iodanyl] O1-methyl bicyclo[1.1.1]pentane-1,3-dicarboxylate